ClC=1C(=CC(=C(C(=O)NC2=C(C=CC=C2F)F)C1)O[C@H](C(F)(F)F)C)N1N=C2N(CCCC2)C1=O 5-chloro-N-(2,6-difluorophenyl)-4-(3-oxo-5,6,7,8-tetrahydro[1,2,4]triazolo[4,3-a]pyridin-2(3H)-yl)-2-{[(2S)-1,1,1-trifluoropropan-2-yl]oxy}benzamide